5-hydroxy-2-methyl-2-(4-methylpent-3-en-1-yl)-7-pentyl-2H-chromene OC1=C2C=CC(OC2=CC(=C1)CCCCC)(CCC=C(C)C)C